4-(1-methyl-2-pyrrolidinyl)-3-oxobutyric acid CN1C(CCC1)CC(CC(=O)O)=O